IC1=C(N(C=2N=NC(=CC21)C2=C(C=CC=C2)OCOC)COCC[Si](C)(C)C)C2C[C@H]1COC[C@@H](C2)N1C(=O)OC(C)(C)C tert-butyl (1R,5S,7r)-7-(5-iodo-3-(2-(methoxymethoxy)phenyl)-7-((2-(trimethylsilyl)ethoxy)methyl)-7H-pyrrolo[2,3-c]pyridazin-6-yl)-3-oxa-9-azabicyclo[3.3.1]nonane-9-carboxylate